[Sn].[Ti].[Ir].[Ru] ruthenium iridium titanium tin